ClC=1C=C2C(=NC(N3C2=C(C1C1=C(C=C(C=C1)F)F)SC[C@H](C3)OC)=O)OC(=O)N3CCNCC3 ((S)-10-chloro-11-(2,4-difluorophenyl)-3-methoxy-6-oxo-3,4-dihydro-2H,6H-[1,4]thiazepino[2,3,4-ij]quinazolin-8-yl)piperazine-1-carboxylate